5-(3-((4-(3-chloro-5-(trifluoromethyl)pyridin-2-yl)piperazin-1-yl)methyl)piperidin-1-yl)-2-(furan-2-yl)-[1,2,4]triazolo[1,5-a][1,3,5]triazine-7-amine ClC=1C(=NC=C(C1)C(F)(F)F)N1CCN(CC1)CC1CN(CCC1)C1=NC=2N(C(=N1)N)N=C(N2)C=2OC=CC2